1-(8-fluoro-7-(7-fluoro-3-(methoxymethoxy)-8-((Triisopropylsilyl)ethynyl)naphthalen-1-yl)-5-methyl-2-(methylsulfonyl)pyrido[4,3-d]pyrimidin-4-yl)piperidine FC1=C(N=C(C2=C1N=C(N=C2N2CCCCC2)S(=O)(=O)C)C)C2=CC(=CC1=CC=C(C(=C21)C#C[Si](C(C)C)(C(C)C)C(C)C)F)OCOC